N,N-diphenylglycine C1(=CC=CC=C1)N(CC(=O)O)C1=CC=CC=C1